Methyl (S)-4-((R)-3-amino-3-(4-chlorobenzyl) piperidin-1-yl)-3-((R)-2,3-dihydro-1H-inden-1-yl)-4-oxobutanoate N[C@@]1(CN(CCC1)C([C@@H](CC(=O)OC)[C@H]1CCC2=CC=CC=C12)=O)CC1=CC=C(C=C1)Cl